(S)-cyclohexyl-(2-methoxyphenyl)silanol C1(CCCCC1)[Si@H](O)C1=C(C=CC=C1)OC